BrC1=CC2=C(N=C(S2)NC(=O)C23CCCC(CCC2)(C3)C)C=C1 N-(6-bromo-1,3-benzothiazol-2-yl)-5-methylbicyclo[3.3.1]nonane-1-carboxamide